C(C1=CC=CC=C1)OC([C@@H](NC(=O)OC(C)(C)C)CCC(=O)O)=O N-(tert-butoxycarbonyl)-L-glutamic acid-1-benzyl ester